CC1(OB(OC1(C)C)C1=C2C=CNC2=CC(=C1)C#N)C 4-(4,4,5,5-Tetramethyl-1,3,2-dioxaborolan-2-yl)-1H-indole-6-carbonitrile